1-(5-(2,3-dihydrobenzofuran-6-yl)-2,3-dihydro-1H-inden-1-yl)-piperidine-4-carboxylic acid methyl ester COC(=O)C1CCN(CC1)C1CCC2=CC(=CC=C12)C1=CC2=C(CCO2)C=C1